5-(piperazine-1-yl)pyridin-2-amine N1(CCNCC1)C=1C=CC(=NC1)N